ClC1=C(C=CC(=C1)Cl)S 2,4-dichlorophenyl mercaptan